[(4E)-4-[[5-[3-[[tert-butyl(dimethyl)silyl]oxymethyl]phenyl]-1-[(4-ethoxyphenyl)methyl]pyrazol-3-yl]methylidene]-3,3-dimethyl-piperidin-1-yl]-(3-chlorophenyl)methanone [Si](C)(C)(C(C)(C)C)OCC=1C=C(C=CC1)C1=CC(=NN1CC1=CC=C(C=C1)OCC)\C=C/1\C(CN(CC1)C(=O)C1=CC(=CC=C1)Cl)(C)C